C12(CC(C1)C2)NC(=O)C=2C=CC1=C(N=C(O1)C1=C(C(=C(C=C1F)F)O)F)C2 N-(Bicyclo[1.1.1]pentan-1-yl)-2-(2,4,6-trifluoro-3-hydroxyphenyl)benzo[d]oxazole-5-carboxamide